C1(=CC=CC=C1)NC(=O)OC1CC(NC(C1)(C)C)(C)C 4-phenylcarbamoyloxy-2,2,6,6-tetramethylpiperidine